4-((1-(4-(2-(3-Aminopyrazin-2-yl)-5-(1-(fluoromethyl)-1H-1,2,3-triazol-4-yl)-3H-imidazo[4,5-b]pyridin-3-yl)benzyl)piperidin-4-yl)amino)pyrimidine-2-carbonitrile NC=1C(=NC=CN1)C1=NC=2C(=NC(=CC2)C=2N=NN(C2)CF)N1C1=CC=C(CN2CCC(CC2)NC2=NC(=NC=C2)C#N)C=C1